3-fluoro-4-(((6-(piperidin-4-ylamino)pyridin-2-yl)oxy)methyl)benzonitrile trifluoroacetate FC(C(=O)O)(F)F.FC=1C=C(C#N)C=CC1COC1=NC(=CC=C1)NC1CCNCC1